1-(3-((4,4-bis(((Z)-oct-5-en-1-yl)oxy)butanoyl)oxy)-2-(((((1-ethylpiperidin-3-yl)methoxy)carbonyl)oxy)methyl)propyl) 7-((Z)-non-3-en-1-yl) heptanedioate C(CCCCCC(=O)OCC\C=C/CCCCC)(=O)OCC(COC(CCC(OCCCC\C=C/CC)OCCCC\C=C/CC)=O)COC(=O)OCC1CN(CCC1)CC